NC=1N=CC(=NC1OC=1C=NN(C1)C1CCN(CC1)C)C=1C=C(C=C(C1)C)C1(COC1)O 3-(3-(5-amino-6-((1-(1-methylpiperidin-4-yl)-1H-pyrazol-4-yl)oxy)pyrazin-2-yl)-5-methylphenyl)oxetan-3-ol